(R)-N-(6-(3-(2,3-difluorophenyl)isoxazolidin-2-yl)pyrimidin-4-yl)benzamide FC1=C(C=CC=C1F)[C@@H]1N(OCC1)C1=CC(=NC=N1)NC(C1=CC=CC=C1)=O